1,5,7-triazabicyclo-[4.4.0]deca-5-ene N12CCCN=C2NCCC1